5-[2-(4-Bromo-3-trifluoromethyl-phenylamino)-5-methyl-pyrimidin-4-ylamino]-3H-benzooxazol-2-one BrC1=C(C=C(C=C1)NC1=NC=C(C(=N1)NC=1C=CC2=C(NC(O2)=O)C1)C)C(F)(F)F